2-(5-(2,4-dichlorophenyl)thiophen-2-yl)-N-(2-(4-methylpiperazin-1-yl)ethyl)acetamide hydrochloride Cl.ClC1=C(C=CC(=C1)Cl)C1=CC=C(S1)CC(=O)NCCN1CCN(CC1)C